picolinamide hemiformate C(=O)O.N1=C(C=CC=C1)C(=O)N.N1=C(C=CC=C1)C(=O)N